(3S)-1-(3-chlorophenyl)-N-((1R,2R,4S)-7-cyano-7-azabicyclo[2.2.1]heptan-2-yl)-N-methyl-3-pyrrolidinecarboxamide ClC=1C=C(C=CC1)N1C[C@H](CC1)C(=O)N(C)[C@H]1[C@H]2CC[C@@H](C1)N2C#N